CC=1C=C2[C@H](N3C(C2=CC1)=CN=C3)[C@H]3[C@@H](COC3)O (3S,4R)-4-((R)-7-Methyl-5H-imidazo[5,1-a]isoindol-5-yl)tetrahydrofuran-3-ol